FC(C(=O)O)(F)F.N1(CCCCC1)C(CN1N=CC2=NC=C(C=C21)C2=CC(=CC=C2)C(F)(F)F)=O 1-(1-Piperidyl)-2-[6-[3-(trifluoromethyl)phenyl]pyrazolo[4,3-b]pyridin-1-yl]ethanone trifluoroacetate Salt